FC1C(C1)N1C(C(=CC=C1)NC(=O)C=1C(=NC=2N(C1)C=C(N2)[C@]21CO[C@](CC2)(C1)C)OC(C)C)=O Cis-N-(1-(2-fluorocyclopropyl)-2-oxo-1,2-dihydropyridin-3-yl)-7-isopropoxy-2-(1-methyl-2-oxabicyclo[2.2.1]heptan-4-yl)imidazo[1,2-a]pyrimidine-6-carboxamide